N-methyl-4-((R)-1-trityl-aziridine-2-carbonyl)piperazine-1-carboxamide CNC(=O)N1CCN(CC1)C(=O)C1[N@@](C1)C(C1=CC=CC=C1)(C1=CC=CC=C1)C1=CC=CC=C1